S1C(=NC=C1)C1=CC=C2C(=NN(C2=C1)COCC[Si](C)(C)C)C1=NC(=NC=C1C(F)(F)F)N[C@@H]1CN(CCC1)C(=O)OC(C)(C)C Tert-butyl (3S)-3-[[4-[6-thiazol-2-yl-1-(2-trimethylsilylethoxymethyl) indazol-3-yl]-5-(trifluoromethyl)pyrimidin-2-yl]amino]piperidine-1-carboxylate